C1(=NO[N+](=C1[N+](=O)[O-])[O-])N=NC2=NO[N+](=C2[N+](=O)[O-])[O-] 4,4'-dinitro-3,3'-diazenofuroxan